ClC1=C(C(C#N)=C(C(=C1Cl)OC1=C(C=CC=C1)C1=CC=CC=C1)Cl)C#N 3,4,6-trichloro-5-(biphenyl-2-yloxy)-phthalonitrile